2-bromo-thiazole-5-carboxylic acid BrC=1SC(=CN1)C(=O)O